N-(1-amino-3-((tert-butyldimethylsilyl)oxy)-2-methyl-1-oxopropan-2-yl)-2-methyl-5-((1-methyl-1H-pyrazol-4-yl)methoxy)-2H-indazole-3-carboxamide NC(C(CO[Si](C)(C)C(C)(C)C)(C)NC(=O)C=1N(N=C2C=CC(=CC12)OCC=1C=NN(C1)C)C)=O